ClC1=C(C=C(C=C1)C1=CC(=NN1CC1=CC=C(C=C1)C)C(=O)N[C@H]1[C@]2(CC[C@@H](C1(C)C)C2)C)C 5-(4-chloro-3-methylphenyl)-1-[(4-methylphenyl)methyl]-N-[(1S,2S,4R)-1,3,3-trimethylbicyclo[2.2.1]hept-2-yl]-1H-pyrazole-3-carboxamide